isostearamidopropyl-sodium C(CCCCCCCCCCCCCCC(C)C)(=O)NCCC[Na]